N-(cyclopropylmethyl)-5-(4-methylquinazolin-6-yl)-4-phenylpyrimidin-2-amine C1(CC1)CNC1=NC=C(C(=N1)C1=CC=CC=C1)C=1C=C2C(=NC=NC2=CC1)C